ClC=1C=CC(=NC1Cl)NC=1C=C2CC(C(NC2=CC1)=O)(C)C 6-[(5,6-dichloro-2-pyridyl)amino]-3,3-dimethyl-1,4-dihydroquinolin-2-one